ClC=1C=C(C=CC1)N1C=C(C2=C1N=CN=C2N2C[C@H](N(CC2)C(=O)OC(C)(C)C)C)N2C(CCC2)=O tert-butyl (R)-4-(7-(3-chlorophenyl)-5-(2-oxopyrrolidin-1-yl)-7H-pyrrolo[2,3-d]pyrimidin-4-yl)-2-methylpiperazine-1-carboxylate